trans-(E)-N-(cyclopropylmethyl)-4-(dimethylamino)-N-(3-((6-(4-hydroxyphenyl)-1H-indazol-4-yl)oxy)cyclobutyl)but-2-enamide C1(CC1)CN(C(\C=C\CN(C)C)=O)[C@@H]1C[C@H](C1)OC1=C2C=NNC2=CC(=C1)C1=CC=C(C=C1)O